C(C)(=O)C1=CC=C(C[C@H](N)C(=O)O)C=C1 p-acetyl-L-phenylalanine